C1(CCC1)C#CC=1C=C(C=CC1)C1=CC(=C(N1CC1=CC(=C(C=C1)S(N)(=O)=O)F)CC1CC1)C=1SC(=C(N1)C(=O)O)C(F)(F)F 2-(5-(3-(cyclobutylethynyl)phenyl)-2-(cyclopropylmethyl)-1-(3-fluoro-4-sulfamoylbenzyl)-1H-pyrrol-3-yl)-5-(trifluoromethyl)thiazole-4-carboxylic acid